FC(C(=O)O)(F)F.C1NCC12CNC(C2)=O 2,6-diazaspiro[3.4]octan-7-one trifluoroacetic acid salt